C1(=C(C=CC=C1)NC(=N)NC1=C(C=CC=C1)C(C)C)C(C)C 1,3-di-o-cumene-ylguanidine